3-(1H-imidazol-2-yl)-2-methylpyrazolo[1,5-a]pyrimidin-5-ol N1C(=NC=C1)C=1C(=NN2C1N=C(C=C2)O)C